C(CCCCCCCCCCCCCC(CCCCCCCCCCCCCCC(=O)OCC1=CC=CC=C1)(C(=O)OCC1=CC=CC=C1)C(=O)ON1C(CCC1=O)=O)C(=O)OCC1=CC=CC=C1 1,15,29-tribenzyl 15-(2,5-dioxopyrrolidin-1-yl) nonacosane-1,15,15,29-tetracarboxylate